(3-benzo(b)thienyl)-DL-alanine S1C2=C(C(=C1)N[C@@H](C)C(=O)O)C=CC=C2 |r|